6-ethoxy-2-[2-fluoro-4-methyl-6-(trifluoromethyl)phenyl]-2,5-dihydro-4H-pyrazolo[3,4-d]pyrimidin-4-one C(C)OC=1NC(C=2C(N1)=NN(C2)C2=C(C=C(C=C2C(F)(F)F)C)F)=O